C1(CC1)NC(=O)C1=C(C=C(C=C1OC)C1=CN=C2N1C=C(C(=C2)C=2C=NN(C2)C)OC(C(=O)O)C)OC(F)F 2-[3-[4-(cyclopropylcarbamoyl)-3-(difluoromethoxy)-5-methoxy-phenyl]-7-(1-methylpyrazol-4-yl)imidazo[1,2-a]pyridin-6-yl]oxypropionic acid